8-oxo-5-oxa-1-azabicyclo[4.2.0]oct-2-ene O=C1CC2OCC=CN12